CC1=C(C=2N(C=C1)C(=CN2)C(=O)C2=C(C(=CC=C2)C)O)C (7,8-dimethylimidazo[1,2-a]pyridin-3-yl)(2-hydroxy-3-methylphenyl)methaneone